3-(BUTAN-2-YLAMINO)PROPANOIC ACID CC(CC)NCCC(=O)O